(R)-N-(4-(4-(diethylamino)piperidin-1-yl)-2-methoxyphenyl)-6-(3-phenylisoxazolidin-2-yl)pyrimidin-4-amine C(C)N(C1CCN(CC1)C1=CC(=C(C=C1)NC1=NC=NC(=C1)N1OCC[C@@H]1C1=CC=CC=C1)OC)CC